piperazine-1-ium [NH2+]1CCNCC1